[Si](C)(C)(C(C)(C)C)OCC1=CC=C(C=C1)N1C(=NC=2C1=NC(=CC2)C2=NC=C(C=C2)OC([2H])([2H])[2H])C=2C(=NC=CC2)N 3-(3-(4-(((Tert-butyldimethylsilyl)oxy)methyl)phenyl)-5-(5-(methoxy-d3)pyridin-2-yl)-3H-imidazo[4,5-b]pyridin-2-yl)pyridin-2-amine